1-(1-methyl-2-(piperidin-4-yl)-1H-indol-5-yl)dihydropyrimidine-2,4(1H,3H)-dione CN1C(=CC2=CC(=CC=C12)N1C(NC(CC1)=O)=O)C1CCNCC1